COS(OC)(OC)[SiH3] trimethoxysulfhydryl-silane